2-(methacryloyloxy)ethanesulfonic acid C(C(=C)C)(=O)OCCS(=O)(=O)O